iridium Dihydroxide [Ir](O)O